N-(3-fluoro-4-(5-oxo-4-((5-(pyrrolidin-3-yl)pyridin-2-yl)amino)-5,6-dihydro-1,6-naphthyridin-yl)phenyl)cyclohexane-carboxamide FC=1C=C(C=CC1C1=NC=2C=CNC(C2C(=C1)NC1=NC=C(C=C1)C1CNCC1)=O)NC(=O)C1CCCCC1